(S)-3-(5-(difluoromethyl)-1,3,4-thiadiazol-2-yl)-8-(2-(hydroxymethyl)morpholino)-N-(1-methylcyclopropyl)imidazo[1,5-a]pyridine-6-sulfonamide FC(C1=NN=C(S1)C1=NC=C2N1C=C(C=C2N2C[C@H](OCC2)CO)S(=O)(=O)NC2(CC2)C)F